ClC=1C(=C(C=CC1Cl)NC=1C2=C(N=CN1)C=CC(=N2)N2CC1(CCN1C(C=C)=O)C2)F 1-(6-(4-((3,4-Dichloro-2-fluorophenyl)amino)pyrido[3,2-d]pyrimidin-6-yl)-1,6-diazaspiro[3.3]heptan-1-yl)prop-2-en-1-one